C12C(CC(C=C1)C2)CN2CC1(C2)CC(C1)NC(=O)N1[C@@H](CN(C[C@@H]1C)C1=NC=C(C=N1)C(F)(F)F)C (2R,6S)-N-(2-{bicyclo[2.2.1]hept-5-en-2-ylmethyl}-2-azaspiro[3.3]heptan-6-yl)-2,6-dimethyl-4-[5-(trifluoromethyl)pyrimidin-2-yl]piperazine-1-carboxamide